4-((3-(4-(di-fluoromethoxy)phenyl)imidazo[1,2-a]pyrazin-8-yl)amino)-N-(2-(2-(2,4-dioxo-oxazolidin-3-yl)ethoxy)ethyl)-2-methylbenzamide FC(OC1=CC=C(C=C1)C1=CN=C2N1C=CN=C2NC2=CC(=C(C(=O)NCCOCCN1C(OCC1=O)=O)C=C2)C)F